N-(quinolin-6-yl)-2-(m-tolyl)acetamide N1=CC=CC2=CC(=CC=C12)NC(CC=1C=C(C=CC1)C)=O